FC1=C(C=CC(=C1)F)C=1N=CC2=C(N1)N=CC=C2 (2,4-difluorophenyl)pyrido[2,3-d]pyrimidin